1-[3-(trifluoro-methyl)pyridin-2-yl]methan-amine FC(C=1C(=NC=CC1)CN)(F)F